ClC1=NC(=CC(=C1)C1OCCCO1)Cl 2,6-dichloro-4-(1,3-dioxan-2-yl)pyridine